tetra-formyl-triphenylamine C(=O)C=1C(=C(C(=C(C1)N(C1=CC=CC=C1)C1=CC=CC=C1)C=O)C=O)C=O